OC(COC=1C=C(C=2N(C1)N=CC2C#N)C=2C=NC(=CC2)N2CC1N(C(C2)C1)CC=1C=NN(C1)C)(C)C 6-(2-hydroxy-2-methylpropoxy)-4-(6-(6-((1-methyl-1H-pyrazol-4-yl)methyl)-3,6-diazabicyclo[3.1.1]heptan-3-yl)pyridin-3-yl)pyrazolo[1,5-a]pyridine-3-carbonitrile